methyl N-[5-[6-(6-fluoro-5-methoxy-3,4-dihydro-2H-quinoline-1-carbonyl)imidazo[1,2-a]pyridin-3-yl]-2-pyridyl]carbamate FC=1C(=C2CCCN(C2=CC1)C(=O)C=1C=CC=2N(C1)C(=CN2)C=2C=CC(=NC2)NC(OC)=O)OC